tert-Butyl 3-[2-[2-[2-(4-methylphenyl)sulfonyloxyethoxy]ethoxy]ethoxy]propanoate CC1=CC=C(C=C1)S(=O)(=O)OCCOCCOCCOCCC(=O)OC(C)(C)C